C1=CC(=CC(=C1)O)CCN m-tyramine